N2-(3-methoxyphenyl)-5-(1-methyl-1H-pyrazol-4-yl)-N4-(1,2,3,4-tetrahydroisoquinolin-7-yl)pyrimidine-2,4-diamine COC=1C=C(C=CC1)NC1=NC=C(C(=N1)NC1=CC=C2CCNCC2=C1)C=1C=NN(C1)C